5-Chloro-3-(4-chloro-3-trifluoromethyl-benzenesulfonylamino)-pyridine-2-carboxylic acid (6-amino-pyridin-2-yl)-ethyl-amide NC1=CC=CC(=N1)N(C(=O)C1=NC=C(C=C1NS(=O)(=O)C1=CC(=C(C=C1)Cl)C(F)(F)F)Cl)CC